N2-isobutyryl-2'-benzeneformyl-guanosine C(C(C)C)(=O)NC=1NC(C=2N=CN([C@H]3[C@](O)([C@H](O)[C@@H](CO)O3)C(=O)C3=CC=CC=C3)C2N1)=O